2-chloro-7-isopropyl-3-methoxy-11-oxo-6,7-dihydro-11H-dipyrido[1,2-d:3',2'-f][1,4]oxazepine-10-carboxylic acid ClC1=CC=2C=3N(C(COC2N=C1OC)C(C)C)C=C(C(C3)=O)C(=O)O